(R)-6-chloro-3-((1-(3,6-dimethyl-2-(2-(1-methyl-1H-pyrazol-3-yl)-2,8-diazaspiro[4.5]decan-8-yl)-4-oxo-3,4-dihydroquinazolin-8-yl)ethyl)amino)-N-(methylsulfonyl)picolinamide ClC1=CC=C(C(=N1)C(=O)NS(=O)(=O)C)N[C@H](C)C=1C=C(C=C2C(N(C(=NC12)N1CCC2(CCN(C2)C2=NN(C=C2)C)CC1)C)=O)C